2-(7-methoxynaphthalen-1-yl)-N-(3-methylbenzyl)ethan-1-amine COC1=CC=C2C=CC=C(C2=C1)CCNCC1=CC(=CC=C1)C